tert-butyl (3-((2-(methylsulfonyl)-5-((N-(1-phenylethyl)acetamido)methyl)pyrimidin-4-yl)amino)phenyl)carbamate CS(=O)(=O)C1=NC=C(C(=N1)NC=1C=C(C=CC1)NC(OC(C)(C)C)=O)CN(C(C)=O)C(C)C1=CC=CC=C1